NC(C(=O)NO)CCC (Z)-2-amino-N-hydroxypentanamide